ClC1=NC(=CC=C1[N+](=O)[O-])C1CCOCC1 2-chloro-3-nitro-6-(tetrahydro-2H-pyran-4-yl)pyridine